C(C)(C)OC(=O)[C@@H]1[C@@H](CCCC1)C(=O)O (1R,2S)-2-(isopropoxycarbonyl)cyclohexane-1-carboxylic acid